tert-butyl 2-(3-chloro-6-{4-fluoro-2-[1-(propan-2-yl)-1H-pyrazol-5-yl] phenoxy}-1,2,4-triazin-5-yl)-2,7-diazaspiro[3.5]nonane-7-carboxylate ClC=1N=NC(=C(N1)N1CC2(C1)CCN(CC2)C(=O)OC(C)(C)C)OC2=C(C=C(C=C2)F)C2=CC=NN2C(C)C